2-(4-fluoro-3-methoxyphenyl)-7-[(3S)-3-methylpiperazin-1-yl]-4H-pyrido[1,2-a]pyrimidin FC1=C(C=C(C=C1)C=1N=C2N(CC1)C=C(C=C2)N2C[C@@H](NCC2)C)OC